O1CSC2=C1C=CC(=C2)C[C@@H](C)NC (2R)-1-(2H-1,3-benzoxathiol-5-yl)-N-methylpropan-2-amine